N-(1-(2-morpholinoethyl)-1H-pyrazol-4-yl)-5-(pyrazin-2-yl)-1,3,4-thiadiazole-2-carboxamide O1CCN(CC1)CCN1N=CC(=C1)NC(=O)C=1SC(=NN1)C1=NC=CN=C1